C1(=CC=CC2=CC=CC=C12)CCN1CCNCC1 1-(2-(naphthalen-1-yl)ethyl)piperazine